C(CC(O)(C(=O)O)CC(=O)O)(=O)O.O=CCC#N 3-oxo-propionitrile mono-citrate